NC1=C(C=CC=C1NCC(F)F)C=1C=C(C(=NC1)C(=O)N1CCOCC1)F (5-(2-amino-3-((2,2-difluoroethyl)amino)phenyl)-3-fluoropyridin-2-yl)(morpholin-4-yl)methanone